C(C=C)(=O)OCCCCCCCCCCCCCCCCCCC[SiH2]C(F)F acryloxynonadecyldifluoromethylsilane